tert-butyl 5-bromo-3-(2-(methylamino)-2-oxoacetamido)-1H-indole-1-carboxylate BrC=1C=C2C(=CN(C2=CC1)C(=O)OC(C)(C)C)NC(C(=O)NC)=O